Cl.Cl.C(N)(=N)C1=CC=C(CNC([C@H](C)NC(=O)[C@@H]2NC[C@@H](C2)C2=CC(=CC=C2)C(F)(F)F)=O)C=C1 (2R,4S)-N-((S)-1-((4-carbamimidoylbenzyl)amino)-1-oxopropan-2-yl)-4-(3-(trifluoromethyl)phenyl)pyrrolidine-2-carboxamide dihydrochloride